C1(CCCC1)C1C2C3C4C=CC(C3C(C1)C2)C4 9-cyclopentyltetracyclo[6.2.1.13,6.02,7]Dodec-4-ene